C1(CC1)CC1C([C@@H]2[C@H](N([C@H]1CC2)C(=O)OC(C)(C)C)C(=O)OCC2=CC=CC=C2)O 3-benzyl 2-tert-butyl (1S,3S,4S)-6-(cyclopropylmethyl)-5-hydroxy-2-azabicyclo[2.2.2]octane-2,3-dicarboxylate